4-aminophenylpyrrolidine NC1=CC=C(C=C1)N1CCCC1